4-(4-(3,8-diazabicyclo[3.2.1]octan-3-yl)-6-chloro-8-fluoro-2-((1-((3-fluoropyrrolidin-1-yl)methyl)cyclobutyl)methoxy)quinazolin-7-yl)-2-amino-7-fluorobenzo[b]thiophene-3-carbonitrile C12CN(CC(CC1)N2)C2=NC(=NC1=C(C(=C(C=C21)Cl)C2=CC=C(C=1SC(=C(C12)C#N)N)F)F)OCC1(CCC1)CN1CC(CC1)F